FC1=CC(=CC2C1=NC(O2)C)NC(=O)C2=CC=C(C=1C=C(OC12)C)N1CCN(CC1)C(=O)OC(C)(C)C tert-butyl 4-[7-[(4-fluoro-2-methyl-2,7a-dihydro-1,3-benzoxazol-6-yl)carbamoyl]-2-methyl-1-benzofuran-4-yl]piperazine-1-carboxylate